(S)-3-chloro-1-(thien-2-yl)propan-1-ol ClCC[C@H](O)C=1SC=CC1